C1(=CC=C(C=C1)OC1=CC=C(C=C1)C)C dip-tolyl ether